FC(C1CN(CCC1)CC1=CC2=C(C(N(C=C2C(F)(F)F)C2=CC(=CC=C2)C2(CC(C2)C)C2=NN=CN2C)=O)N1)F 2-((3-(difluoromethyl)piperidin-1-yl)methyl)-6-(3-((1s,3s)-3-methyl-1-(4-methyl-4H-1,2,4-triazol-3-yl)cyclobutyl)phenyl)-4-(trifluoromethyl)-1,6-dihydro-7H-pyrrolo[2,3-c]pyridin-7-one